3,6-DIHYDRO-2H-PYRAN-4-BORONIC ACID O1CCC(=CC1)B(O)O